3-(1,1-difluoro-2-oxo-2-(pyridin-4-ylamino)ethyl)-N-(3,4-difluorophenyl)-4-fluorobenzamide FC(C(NC1=CC=NC=C1)=O)(F)C=1C=C(C(=O)NC2=CC(=C(C=C2)F)F)C=CC1F